(((1S,4R)-4-(2-amino-6-methoxy-9H-purin-9-yl)cyclopent-2-en-1-yl)methoxy(4-bromophenoxy)phosphoryl)-L-alaninate NC1=NC(=C2N=CN(C2=N1)[C@H]1C=C[C@H](C1)COP(=O)(OC1=CC=C(C=C1)Br)N[C@@H](C)C(=O)[O-])OC